4-((2S,6S)-4-acryloyl-2,6-dimethylpiperazin-1-yl)-7-(2-fluoro-5-methylphenyl)-1-(2-Isopropyl-4-methylpyridin-3-yl)-2-oxo-1,2-dihydropyrido[2,3-d]pyrimidine-6-carbonitrile C(C=C)(=O)N1C[C@@H](N([C@H](C1)C)C=1C2=C(N(C(N1)=O)C=1C(=NC=CC1C)C(C)C)N=C(C(=C2)C#N)C2=C(C=CC(=C2)C)F)C